C1=CN(C(=O)N=C1N)[C@H]2[C@@H]([C@@H]([C@H](O2)COP(=O)([O-])OP(=O)([O-])OC[C@H]([C@H]([C@H](C=O)O)O)O)O)O The molecule is a nucleotide-sugar oxoanion arising from deprotonation of the free diphosphate OH groups of CDP-D-ribose. Major microspecies at pH 7.3. It is a conjugate base of a CDP-D-ribose.